C1(=C(C=CC=C1)NC(CCC)=O)C N-(ortho-Tolyl)butanamide